3-((1-(2-methoxyethyl)-1H-pyrazole-4-yl)methyl)thieno[2,3-d]pyrimidine-2,4(1H,3H)-dione COCCN1N=CC(=C1)CN1C(NC2=C(C1=O)C=CS2)=O